ClC1=CC=C(C=C1)COCC=1C=C(N(N1)C1=NC=CC=C1Cl)C(=O)O 5-[(4-chlorophenyl)methoxymethyl]-2-(3-chloro-2-pyridyl)pyrazole-3-carboxylic acid